CC1=CC=C(C=C1)S(=O)C2=CC=C(C=C2)C 4,4'-dimethyl diphenyl sulfoxide